C1(=CC=C(C=C1)N(C1=CC=CC=2C(C3=C(C=C(C=C3C12)C(C)(C)C)C(C)(C)C)(C1=CC=CC=C1)C1=CC=CC=C1)C1=CC=2C(C3=CC=CC=C3C2C=C1)(C)C)C1=CC=CC=C1 N-{[1,1'-biphenyl]-4-yl}-6,8-di-tert-butyl-N-(9,9-dimethyl-9H-fluoren-2-yl)-9,9-diphenyl-9H-fluoren-4-amin